di-sodium di-styryl biphenyl-disulfonate C1(=C(C(=CC=C1)S(=O)(=O)OC=CC1=CC=CC=C1)S(=O)(=O)OC=CC1=CC=CC=C1)C1=CC=CC=C1.[Na].[Na]